C1(=CCCC1)\N=C/C (1Z)-N-(cyclopent-1-en-1-yl)ethan-1-imine